F[C@@]1(CCNCCC1)C(=O)OC methyl (S)-4-fluoroazepane-4-carboxylate